2-methyl-3-(4-(4-(trifluoromethoxy)phenoxy)phenyl)-5,6,7,8-tetrahydroquinolin-4(1H)-one CC=1NC=2CCCCC2C(C1C1=CC=C(C=C1)OC1=CC=C(C=C1)OC(F)(F)F)=O